Cl.N[C@@H](C)C1=CC=C(C#N)C=C1 (S)-4-(1-aminoethyl)benzonitrile hydrochloride